4-((3-chlorobenzyl)oxy)-2-methoxy-N-(3-methyl-1-(2-(1-methylpiperidin-4-yl)ethyl)-1H-indazol-6-yl)benzamide ClC=1C=C(COC2=CC(=C(C(=O)NC3=CC=C4C(=NN(C4=C3)CCC3CCN(CC3)C)C)C=C2)OC)C=CC1